1-chloro-5-[(4-methoxyphenyl)methoxy]-4-methyl-2-(trifluoromethoxy)benzene ClC1=C(C=C(C(=C1)OCC1=CC=C(C=C1)OC)C)OC(F)(F)F